FC1=CC=C(C=C1)[C@H]1[C@@H](CN(C1)CCOC)NC(=O)NC1=C(C(=NN1C1=CC=CC=C1)[C@@H]1C[C@@H](C1)O)C 1-((3S,4R)-4-(4-fluorophenyl)-1-(2-methoxyethyl)pyrrolidin-3-yl)3-(3-(cis-3-hydroxycyclobutyl)-4-methyl-1-phenyl-1H-pyrazol-5-yl)urea